C(CCCCCCCCCC1=C2CN(C(C2=CC=C1)=O)C1C(NC(CC1)=O)=O)C1=C2CN(C(C2=CC=C1)=O)C1C(NC(CC1)=O)=O 3,3'-(Decane-1,10-diylbis(1-oxoisoindoline-4,2-diyl))bis(piperidine-2,6-dione)